ethyllevulinate C(C)OC(CCC(=O)C)=O